C1(CC1)C1=NN=C(O1)N1C(N2[C@H](CCCCC2)C1=O)C1=NC=CC2=C1OCO2 (9aR)-2-(5-cyclopropyl-1,3,4-oxadiazol-2-yl)-3-([1,3]dioxolo[4,5-c]pyridin-4-yl)-5,6,7,8,9,9a-hexahydro-3H-imidazo[1,5-a]azepin-1-one